1-benzyl-5,5-difluoro-4-oxapiperidine-3-carboxylic acid methyl ester hydrochloride Cl.COC(=O)C1CN(CC(O1)(F)F)CC1=CC=CC=C1